2-(1-(2,2-difluoroethyl)-1H-pyrazolo[3,4-b]pyrazin-6-yl)-8-(4-(trifluoromethyl)pyridin-2-yl)-2,8-diazaspiro[4.5]decan-7-one FC(CN1N=CC=2C1=NC(=CN2)N2CC1(CC2)CC(N(CC1)C1=NC=CC(=C1)C(F)(F)F)=O)F